methyl 5-(3-(dimethylamino) pyrrol-1-yl)-2-methylbenzoate CN(C1=CN(C=C1)C=1C=CC(=C(C(=O)OC)C1)C)C